C(C)N(C1=CC=C(C=C1)C(CC(=O)C1=CC=C(C=C1)OC)C[N+](=O)[O-])CC 3-(4-(diethylamino)phenyl)-1-(4-methoxyphenyl)-4-nitrobutan-1-one